ClC1=CC=C(CS(=O)C=2OC3=C(N2)C=C(C=C3)C3=CC=CC=C3)C=C1 2-((4-chlorobenzyl)sulfinyl)-5-phenylbenzo[d]oxazole